6-(azetidin-1-yl)imidazo[1,2-a]pyrazin-3-amine N1(CCC1)C=1N=CC=2N(C1)C(=CN2)N